C(C=C)C1=C(C(C=O)=CC=C1)O 3-ALLYLSALICYLALDEHYDE